N-Boc-N-methyl-glycine C(=O)(OC(C)(C)C)N(CC(=O)O)C